N-(3,3-difluoropiperidin-4-yl)-2-methyl-5-((1-methyl-2-oxo-1,2-dihydropyridin-3-yl)methoxy)benzofuran-3-carboxamide FC1(CNCCC1NC(=O)C1=C(OC2=C1C=C(C=C2)OCC=2C(N(C=CC2)C)=O)C)F